C1(CC1)C=1N=NN(C1)[C@H](C(=O)N1[C@@H](C[C@H](C1)O)C(=O)NCCCC1=CC=NC2=CC=CC=C12)C(C)(C)C (2S,4R)-1-[(2S)-2-(4-cyclopropyltriazol-1-yl)-3,3-dimethyl-butanoyl]-4-hydroxy-N-[3-(4-quinolyl)propyl]pyrrolidine-2-carboxamide